COC(CC1=C(C=CC=C1)O)=O (2-hydroxyphenyl)acetic acid methyl ester